N1=CC(=CC=C1)S(=O)(=O)OC1=CC=C(C=C1)C1=CN=C(S1)C=1C=NC=CC1 4-(2-(pyridin-3-yl)thiazol-5-yl)phenyl pyridine-3-sulfonate